(1-isopropyl-3-methylcyclopentadienyl)lanthanum (III) C(C)(C)C1(C=C(C=C1)C)[La+2]